3-Aminopropyl(tetradecanoxydimethylsilan) NCCC[Si](C)(C)OCCCCCCCCCCCCCC